CC=1C=C(SC1)C1=CC(=NN1)C1=C(C2=CC=CC=C2C=C1)O 2-(5-(4-Methylthiophen-2-yl)-1H-pyrazol-3-yl)naphthalen-1-ol